[2H]C(C(F)F)([2H])C=1C(=NC(=NC1)N(CC1=C(C=C(C=C1)OC)OC)CC1=C(C=C(C=C1)OC)OC)OC 5-(1,1-dideuterio-2,2-difluoro-ethyl)-N,N-bis[(2,4-dimethoxyphenyl)methyl]-4-methoxy-pyrimidin-2-amine